[O-2].[V+5].[C+4] carbon vanadium oxide